C(=O)O.NCCC#CC1=C2CCCN3C2=C(C=C1)N(C3=O)C3C(NC(CC3)=O)=O 3-(7-(4-aminobut-1-yn-1-yl)-2-oxo-5,6-dihydro-4H-imidazo[4,5,1-ij]quinolin-1(2H)-yl)piperidine-2,6-dione formate